4-trifluoromethyl-phenol FC(C1=CC=C(C=C1)O)(F)F